ClC1=C(C(=NN1C)C1=NOC(=C1)C)C(=O)N1C[C@H](CCC1)CNCCC(C)C (R)-(5-Chloro-1-methyl-3-(5-methylisoxazol-3-yl)-1H-pyrazol-4-yl)(3-((isopentylamino)methyl)piperidin-1-yl)methanone